3-(6-fluoro-3,4-dihydronaphthalen-1-yl)-2,9-dimethyl-4H,6H-thieno[2,3-e][1,2,4]triazolo[3,4-c][1,4]oxazepine FC=1C=C2CCC=C(C2=CC1)C1=C(SC=2N3C(COCC21)=NN=C3C)C